tetrahydroxyethylethylenediamine C(CN(CCO)CCO)N(CCO)CCO